C(C)OC(=O)C1=CC=C(S1)N1CCN(CC1)C(=O)OC(C)(C)C tert-Butyl 4-(5-(ethoxycarbonyl)thiophen-2-yl)piperazine-1-carboxylate